FC(C1(OCCO1)COC1=CC=C(C=C1)CN1N=CC(=C1)C(=O)[O-])(F)F 1-[[4-[[2-(trifluoromethyl)-1,3-dioxolan-2-yl] methoxy] phenyl] methyl]-1H-pyrazole-4-carboxylate